N-(4-(3-(diethylamino)propoxy)-3,5-dimethylphenyl)-4-(3-phenylisoxazolidin-2-yl)pyrimidine-2-amine C(C)N(CCCOC1=C(C=C(C=C1C)NC1=NC=CC(=N1)N1OCCC1C1=CC=CC=C1)C)CC